ClC=1C=C(CC=2C=CC(=NC2)C2=C(C(=O)N)C=CC(=N2)CO)C=C(C1)F (5-(3-chloro-5-fluorobenzyl)pyridin-2-yl)-6-(hydroxymethyl)nicotinamide